ClC=1SC(=CN1)CON=C(C#N)C#N 2-[((2-chlorothiazol-5-yl)methoxy)imino]Malononitrile